C(C)P(C(C)(C)C)C(C)(C)C ethyl-ditert-butylphosphine